2-(4-(diphenylamino)phenyl)-benzofuran-6-carbaldehyde C1(=CC=CC=C1)N(C1=CC=C(C=C1)C=1OC2=C(C1)C=CC(=C2)C=O)C2=CC=CC=C2